N1C=[NH+]C=C1.CC(C(O)(C)C)N trimethylhydroxyethylamine imidazolium salt